C(C=C)(=O)N1CCN(CC1)C=1C=CC(=C(C1)C=1C(NC(C1C1=CNC2=CC=CC=C12)=O)=O)OC 3-(5-(4-acryloylpiperazin-1-yl)-2-methoxyphenyl)-4-(1H-indol-3-yl)-1H-pyrrole-2,5-dione